4-(trans-4-ethylcyclohexyl)phenol C(C)[C@@H]1CC[C@H](CC1)C1=CC=C(C=C1)O